COC(C(CS(=O)O)C)=O.[Na] sodium 3-methoxy-2-methyl-3-oxo-propane-1-sulfinic acid